N4-isopropyl-5-(3-methyl-1,2,4-oxadiazol-5-yl)pyridine-2,4-diamine C(C)(C)NC1=CC(=NC=C1C1=NC(=NO1)C)N